FC1=C(C(=CC=C1OC)N1N=NC(=C1)C)CNC(=O)C=1C(=NN(C1)CC=1C=C2C(N(CC2=CC1)C)(C)C)COC N-{[2-fluoro-3-methoxy-6-(4-methyl-1,2,3-triazol-1-yl)phenyl]methyl}-3-(methoxymethyl)-1-[(2,3,3-trimethyl-1H-isoindol-5-yl)methyl]pyrazole-4-carboxamide